BrC1=CC2=C(S1)C=C(S2)Br 2,5-dibromothieno[3,2-b]thiophene